C1(CCC1)NC1CN(C1)C(=O)C1=NC=C(C=N1)C=1C=CC=2N(C1)C(=C(N2)CC)N(C=2SC(=C(N2)C2=CC=C(C=C2)F)C#N)C 2-((6-(2-(3-(cyclobutylamino)azetidine-1-carbonyl)pyrimidin-5-yl)-2-ethylimidazo[1,2-a]pyridin-3-yl)(methyl)amino)-4-(4-fluorophenyl)thiazole-5-carbonitrile